Methyl (E)-3-(4'-chloro-5-((4-methylbenzyl)carbamoyl)-[1,1'-biphenyl]-3-yl)acrylate ClC1=CC=C(C=C1)C1=CC(=CC(=C1)C(NCC1=CC=C(C=C1)C)=O)/C=C/C(=O)OC